3-butylaminopropionate C(CCC)NCCC(=O)[O-]